NC1=C(COC=2C(=C(C(=N)N)C(=CC2)Cl)Cl)C=C(C=N1)Br ((2-amino-5-bromonicotinyl)oxy)-2,6-dichlorobenzamidine